octyl 3,5-di-t-butyl-4-hydroxyhydrocinnamate C(C)(C)(C)C=1C=C(CCC(=O)OCCCCCCCC)C=C(C1O)C(C)(C)C